N-[2-(p-isopropylphenylsulphonyloxy)phenyl]-N'-[3-(p-isopropylphenylsulphonyloxy)phenyl]urea C(C)(C)C1=CC=C(C=C1)S(=O)(=O)OC1=C(C=CC=C1)NC(=O)NC1=CC(=CC=C1)OS(=O)(=O)C1=CC=C(C=C1)C(C)C